(E)-3-(4-chlorophenyl)-1-(N-ethyl-pyrrol-2-yl)prop-2-en-1-one ClC1=CC=C(C=C1)/C=C/C(=O)C=1N(C=CC1)CC